4-(5-(5-(2,3-Dihydro-1H-inden-4-yl)-6-methoxy-1H-pyrazolo[4,3-b]pyridin-3-yl)pyridin-2-yl)-1-(2-hydroxyethyl)piperidine-4-carbonitrile C1CCC2=C(C=CC=C12)C1=C(C=C2C(=N1)C(=NN2)C=2C=CC(=NC2)C2(CCN(CC2)CCO)C#N)OC